ClC1=C(C(=CC=C1)F)NC=1N=NC=C2C1C(=NC(=C2F)N2N=C(N(C2=O)CC)CO)O[C@H](C(F)(F)F)C (S)-2-(4-((2-Chloro-6-fluorophenyl)amino)-8-fluoro-5-((1,1,1-trifluoropropan-2-yl)oxy)pyrido[3,4-d]pyridazin-7-yl)-4-ethyl-5-(hydroxymethyl)-2,4-dihydro-3H-1,2,4-triazol-3-one